5,6-difluoro-naphthalen-2-ol FC1=C2C=CC(=CC2=CC=C1F)O